3-[2-fluoro-3-[[3-fluoropropyl(methyl)sulfamoyl]amino]benzoyl]-5-(2-methoxypyrimidin-5-yl)-1H-pyrrolo[2,3-b]pyridine FC1=C(C(=O)C2=CNC3=NC=C(C=C32)C=3C=NC(=NC3)OC)C=CC=C1NS(N(C)CCCF)(=O)=O